3-cyano-azetidin C(#N)C1CNC1